Cl.N[C@@H](COC(C1=CC=C(C=C1)C=1C=C2C(=NC1)NN=C2C(C2=C(C(=C(C=C2)F)NS(=O)(=O)C)F)=O)=O)C(=O)OC [(2S)-2-amino-3-methoxy-3-oxopropyl]4-[3-[2,4-difluoro-3-(methanesulfonamido)benzoyl]-1H-pyrazolo[3,4-b]pyridin-5-yl]benzoate hydrochloride